ClC1=C2C=NN(C2=CC=C1NC(=O)NNC(=O)C1=CC(=C(OCC(=O)NC(C)C)C=C1)OC)C1OCCCC1 2-[4-[[(4-chloro-1-tetrahydropyran-2-yl-indazol-5-yl)carbamoyl-amino]carbamoyl]-2-methoxy-phenoxy]-N-isopropyl-acetamide